C(C)(C)(C)OC(=O)N1C[C@H](CC1)[C@@H](C(=O)OC(C)(C)C)CC1=CC(=CC=C1)CNC1=CC=C(C=C1)C1=CN=CO1 (3R)-3-[(1S)-2-tert-butoxy-1-[[3-[(4-oxazol-5-ylanilino)methyl]phenyl]methyl]-2-oxoethyl]pyrrolidine-1-carboxylic acid tert-butyl ester